4,10-bis(2-hexyldecyl)-2,8-bis(trimethylstannyl)-4,10-dihydrothieno[2',3':5,6]pyrido[3,4-g]thieno[3,2-c]isoquinoline-5,11-dione C(CCCCC)C(CN1C(C=2C=C3C(=CC2C2=C1C=C(S2)[Sn](C)(C)C)C(N(C2=C3SC(=C2)[Sn](C)(C)C)CC(CCCCCCCC)CCCCCC)=O)=O)CCCCCCCC